BrC1=CC(=C(C2=C1OCCN2)N)F 8-bromo-6-fluoro-3,4-dihydro-2H-benzo[b][1,4]oxazin-5-amine